1H-indole-1,2-dicarboxylate N1(C(=CC2=CC=CC=C12)C(=O)[O-])C(=O)[O-]